O.O.[Na+].FC(C=1C=C(C=C(C1)C(F)(F)F)[B-](C1=CC(=CC(=C1)C(F)(F)F)C(F)(F)F)(C1=CC(=CC(=C1)C(F)(F)F)C(F)(F)F)C1=CC(=CC(=C1)C(F)(F)F)C(F)(F)F)(F)F Tetrakis[3,5-bis(trifluoromethyl)phenyl]borate Sodium Salt Dihydrate